N-(2-Acetamidoethyl)-6-(2-(4-fluoro-3-methylphenyl)pyridin-3-yl)imidazo[1,2-a]pyridine-3-carboxamide C(C)(=O)NCCNC(=O)C1=CN=C2N1C=C(C=C2)C=2C(=NC=CC2)C2=CC(=C(C=C2)F)C